FC1([C@H](C1)C1=C(C=CC=C1F)[C@@H]1C2=C(NC(=C1C(=O)OC)CF)COC2=O)F methyl (R)-4-(2-((R)-2,2-difluorocyclopropyl)-3-fluorophenyl)-2-(fluoromethyl)-5-oxo-1,4,5,7-tetrahydrofuro[3,4-b]pyridine-3-carboxylate